tert-butyl (3R)-3-(1-(tert-butoxy)-3-(4-formylpyridin-2-yl)-1-oxopropan-2-yl)pyrrolidine-1-carboxylate C(C)(C)(C)OC(C(CC1=NC=CC(=C1)C=O)[C@@H]1CN(CC1)C(=O)OC(C)(C)C)=O